CC1=C(C=C(C(=C1)C)N)N 2,4-dimethyl-1,5-phenylenediamine